C(#N)[C@@H](C)C=1C=NN2C1C(=C(C=C2)NC2=CC(=NC=C2C(=O)NC([2H])([2H])[2H])NC(=O)C2CC2)OC |o1:2| (S*)-4-((3-(1-cyanoethyl)-4-methoxypyrazolo[1,5-a]pyridin-5-yl)amino)-6-(cyclopropanecarboxamido)-N-(methyl-d3)nicotinamide